ClC=1C=CC=2C3=C(C(N(C2C1)C1=CC=CC=C1)=O)N=C(N3C)N(C)C3=CC=C(C=C3)OC 7-chloro-2-((4-methoxyphenyl)(methyl)amino)-1-methyl-5-phenyl-1,5-dihydro-4H-imidazo[4,5-c]quinolin-4-one